1-[3-(1-hydroxyethyl)-6-[5-(isoxazol-3-ylamino)benzoimidazol-1-yl]-2-pyridinyl]-5-methyl-pyrazole-3-carbonitrile OC(C)C=1C(=NC(=CC1)N1C=NC2=C1C=CC(=C2)NC2=NOC=C2)N2N=C(C=C2C)C#N